CSC1=CC=C(COC2=C(N=NN2)C(=O)O)C=C1 5-((4-(methylthio)benzyl)oxy)-1H-1,2,3-triazole-4-carboxylic acid